tert-butyl 2-((S)-1-(4-fluorophenyl)-1,2,3,4-tetrahydroisoquinoline-2-carbonyl)-1,4-oxaazepane-4-carboxylate FC1=CC=C(C=C1)[C@@H]1N(CCC2=CC=CC=C12)C(=O)C1OCCCN(C1)C(=O)OC(C)(C)C